N(=[N+]=[N-])CCOCCOCCOCCOCCOCCOCCOCCOCCNC(COCC(=O)O)=O 32-azido-5-oxo-3,9,12,15,18,21,24,27,30-nonaoxa-6-azadotriacontanoic acid